C(C)(C)C=1C2=C(C(NC1)=O)N(C(=C2)CN2C[C@H](CCC2)C)S(=O)(=O)C2=CC=C(C=C2)C 4-isopropyl-2-[[(3S)-3-methyl-1-piperidinyl]methyl]-1-(p-tolylsulfonyl)-6H-pyrrolo[2,3-c]pyridin-7-one